(R)-4-(6-(1H-pyrazol-3-yl)-1-(pyridin-3-yl)-1,2,3,6-tetrahydropyrazolo[3,4-b]pyrrolo[2,3-d]pyridin-4-yl)-3-methylmorpholine trifluoroacetate FC(C(=O)O)(F)F.N1N=C(C=C1)N1N=CC=2C1=NC(=C1C2N(CC1)C=1C=NC=CC1)N1[C@@H](COCC1)C